NC1=CC(=C(OC2=CC(=C(C=N2)N)NC)C(=C1)Cl)Cl 6-(4-amino-2,6-dichlorophenoxy)-N4-methylpyridine-3,4-diamine